(S)-6-chloro-7-(2-fluorophenyl)-1-(2-isopropyl-4-methyl-pyridin-3-yl)-4-(2-methyl-4-(2-phenoxyacetyl)piperazin-1-yl)pyrido[2,3-d]pyrimidin-2(1H)-one ClC1=CC2=C(N(C(N=C2N2[C@H](CN(CC2)C(COC2=CC=CC=C2)=O)C)=O)C=2C(=NC=CC2C)C(C)C)N=C1C1=C(C=CC=C1)F